Decane-3-carboxylic acid ethyl ester C(C)OC(=O)C(CC)CCCCCCC